N-(trans-4-(2-hydroxypropan-2-yl)cyclohexyl)-2-(3-methylimidazo[1,5-a]pyridin-1-yl)pyrimidine OC(C)(C)[C@@H]1CC[C@H](CC1)N1C(N=CC=C1)C=1N=C(N2C1C=CC=C2)C